ClC=1C(=CC(=C(C1)S(=O)(=O)NC=1SC=CN1)F)N[C@@H](C)C1CCCCC1 (S)-5-chloro-4-((1-cyclohexylethyl)amino)-2-fluoro-N-(thiazol-2-yl)benzenesulfonamide